ClC1=C(C=C(C=C1)NC1=C(C(=O)N)C=CC=N1)F 2-((4-chloro-3-fluorophenyl)amino)nicotinamide